(1,2,3,4-tetrahydroisoquinolin-8-yl)quinazolin-2-amine C1NCCC2=CC=CC(=C12)C1=NC(=NC2=CC=CC=C12)N